iso-octanoic acid neodymium [Nd].C(CCCCC(C)C)(=O)O